4-(1-(2-Chloro-4-(4-(dimethylamino)piperidin-1-yl)phenyl)-1H-imidazol-4-yl)-N-(1-(methylsulfonyl)piperidin-4-yl)-5-(trifluoromethyl)pyrimidin-2-amine ClC1=C(C=CC(=C1)N1CCC(CC1)N(C)C)N1C=NC(=C1)C1=NC(=NC=C1C(F)(F)F)NC1CCN(CC1)S(=O)(=O)C